(E)-4-(1-(4-(4-isopropylpiperazin-1-yl)phenyl)-3-methyl-2-phenylbut-1-en-1-yl)phenol C(C)(C)N1CCN(CC1)C1=CC=C(C=C1)/C(=C(/C(C)C)\C1=CC=CC=C1)/C1=CC=C(C=C1)O